N-(3,4-difluorobenzyl)pyrrolidine-3-carboxamide FC=1C=C(CNC(=O)C2CNCC2)C=CC1F